C1OCC12CN(C2)C=2C=C(C=NC2)C=2C=NN(C2)C=2C=C(C=CC2C)NC(C2=NC(=CC=C2)C(F)(F)F)=O N-(3-(4-(5-(2-oxa-6-aza-spiro[3.3]hept-6-yl)pyridin-3-yl)-1H-pyrazol-1-yl)-4-methylphenyl)-6-(trifluoromethyl)picolinamide